1-ethyl-5-isothiocyanato-3-methyl-1H-pyrazole C(C)N1N=C(C=C1N=C=S)C